OC[C@H]1N(C[C@@H](C=C1C1=CC=C(C=2C=CNC12)C#N)C)C 7-((2S,5R)-2-(hydroxymethyl)-1,5-dimethyl-1,2,5,6-tetrahydropyridin-3-yl)-1H-indole-4-carbonitrile